FC=1C=C2N(CCN(C2=CC1)C(=O)NC1CCNCC1)C1=CC=C(C=C1)F 6-fluoro-4-(4-fluorophenyl)-N-(piperidin-4-yl)-3,4-dihydroquinoxaline-1(2H)-carboxamide